COC1=CC(=NC2=C(N=CC=C12)C=1N(N=CC1)C1OCCCC1)N1CCOCC1 4-methoxy-2-(morpholin-4-yl)-8-[2-(tetrahydropyran-2-yl)-2H-pyrazol-3-yl]-[1,7]naphthyridine